FC=1C=C(CN2C(=CC3=C(C=CC=C23)N2CCN(CC2)C)C(F)(F)F)C=CC1 1-(3-Fluorobenzyl)-4-(4-Methylpiperazin-1-Yl)-2-(Trifluoromethyl)-1H-Indole